S1C(=NC2=C1C=CC=C2)NC(=O)C=2C=CC=C1CCN(CC21)C2=CC=C(C(=N2)C(=O)OC(C)(C)C)C=2C(=C(OCCCN1CCN(CC1)CC(=O)O)C=CC2)C 2-[4-[3-[3-[6-[8-(1,3-Benzothiazol-2-ylcarbamoyl)-3,4-dihydro-1H-isoquinolin-2-yl]-2-tert-butoxycarbonyl-3-pyridyl]-2-methyl-phenoxy]propyl]piperazin-1-yl]acetic acid